FC(C1=CC=C(CN2N=CC3=CC(=CC=C23)C2=CC=CC(=N2)[C@@H](CO)O)C=C1)(F)F (S)-1-(6-(1-(4-(trifluoromethyl)benzyl)-1H-indazol-5-yl)pyridin-2-yl)ethane-1,2-diol